CN(C(OC(C)(C)C)=O)[C@H](C(NCCC1=CC=C(C=C1)C1=CC=C(C=C1)OC(F)(F)F)=O)CC (S)-tert-butyl methyl(1-oxo-1-((2-(4'-(trifluoromethoxy)-[1,1'-biphenyl]-4-yl)ethyl)amino)butan-2-yl)carbamate